CC1=C(NC2=CC(=CC=C12)OC)C methyl-6-methoxy-2-methylindole